(4-(2-chlorophenyl)thiazol-2-yl)-5-(2-methyl-1-oxo-2,8-diazaspiro[4.5]dec-8-yl)picolinamide ClC1=C(C=CC=C1)C=1N=C(SC1)C=1C(=NC=C(C1)N1CCC2(CCN(C2=O)C)CC1)C(=O)N